(S)-2-amino-N-(3-chloro-2-fluorobenzyl)hexanamide N[C@H](C(=O)NCC1=C(C(=CC=C1)Cl)F)CCCC